C(CCCCCCCCCCCCCCCCC)OP1OCC2(CO1)COP(OC2)OCCCCCCCCCCCCCCCCCC 3,9-Bis(Octadecyloxy)-2,4,8,10-tetraoxa-3,9-diphosphaspiro[5.5]undecane